CC1C2C(C=CC1C2C)=O dimethylbicyclo[3.1.1]hept-3-en-2-one